ClC=1C=C(C=C2C=C(N=NC12)NC(=O)[C@H]1[C@H](C1)F)C=1C=NC=CC1CC cis-N-(8-Chloro-6-(4-ethylpyridin-3-yl)cinnolin-3-yl)-2-fluorocyclopropanecarboxamide